C(C)(C)(C)OC(=O)N[C@H]1CN(CCC1)CC=1C=C(C(=O)OC)C=CC1 methyl (R)-3-((3-((tert-butoxycarbonyl)amino)piperidin-1-yl)methyl)benzoate